5-(3-((tert-butyldimethylsilyl)oxy)benzyl)thiazol-2-amine [Si](C)(C)(C(C)(C)C)OC=1C=C(CC2=CN=C(S2)N)C=CC1